OC1=C(C(=CC(=C1)OC)C1=C(C=C(C(=C1)O)O)C)C(=O)O 3,4',5'-trihydroxy-5-methoxy-2'-methyl-[1,1'-biphenyl]-2-carboxylic acid